(cis)-3-[5-(2-bromoethoxy)-7-(trifluoromethyl)-2H-indazol-2-yl]-1-methylcyclobutan-1-ol BrCCOC1=CC2=CN(N=C2C(=C1)C(F)(F)F)C1CC(C1)(O)C